N-(4-(3-acetamido-4-chlorophenyl)-but-3-yn-2-yl)piperazine-1-carboxamide C(C)(=O)NC=1C=C(C=CC1Cl)C#CC(C)NC(=O)N1CCNCC1